(E)-4-(9-(cyclopropylmethyl)-6-(2-(3-methylbenzylidene)hydrazinyl)-9H-purin-2-yl)morpholine C1(CC1)CN1C2=NC(=NC(=C2N=C1)N/N=C/C1=CC(=CC=C1)C)N1CCOCC1